2-((1R,5R,6R,8aS)-6-Hydroxy-5-(hydroxymethyl)-5,8a-dimethyl-2-methylenedecahydronaphthalen-1-yl)ethyl benzoate C(C1=CC=CC=C1)(=O)OCC[C@@H]1C(CCC2[C@]([C@@H](CC[C@@]12C)O)(C)CO)=C